CC1=C(C=C)C(=CC(=C1C)C)C 2,3,4,6-tetramethylstyrene